6-(cyclopropylmethyl)-2-methyl-3-((6-methylpyridin-3-yl)methyl)-5,6,7,8-tetrahydropyrido[4,3-d]pyrimidin-4(3h)-one C1(CC1)CN1CC2=C(N=C(N(C2=O)CC=2C=NC(=CC2)C)C)CC1